FC(C)(F)C1=C(C=CC(=C1)F)B1OC(C(O1)(C)C)(C)C 2-[2-(1,1-difluoroethyl)-4-fluorophenyl]-4,4,5,5-tetramethyl-1,3,2-dioxaborolane